5-(2-bromo-3-fluorophenyl)-1,3,4-thiadiazol-2(3H)-one BrC1=C(C=CC=C1F)C1=NNC(S1)=O